ClC=1C=C(C=NC1)CC1CC2(CN(C2)C(=O)N2CC3(CS(C3)(=O)=O)C2)C1 [6-[(5-chloro-3-pyridyl)methyl]-2-azaspiro[3.3]heptan-2-yl]-(2,2-dioxo-2lambda6-thia-6-azaspiro[3.3]heptan-6-yl)methanone